ClC=1C=CC(=C(C1)C(CC(C=O)C)CC=C(C)C)C 4-(5-chloro-2-methylphenyl)-2,7-dimethyloct-6-enal